rac-5-[4-amino-2-(4-fluoroanilino)thiazole-5-carbonyl]-N-(3,3-dimethylcyclopentyl)isoxazole-3-carboxamide NC=1N=C(SC1C(=O)C1=CC(=NO1)C(=O)N[C@H]1CC(CC1)(C)C)NC1=CC=C(C=C1)F |r|